O=C1NC(CC[C@H]1NC(=O)C1=NC=CC(=C1)N1CCN(CC1)C(=O)C1(CCN(CC1)C1=CN=NC(=C1)C1=C(C=CC=C1)O)C1=CC=CC=C1)=O |r| rac-N-[(3r)-2,6-dioxopiperidin-3-yl]-4-(4-{1-[6-(2-hydroxyphenyl)pyridazin-4-yl]-4-phenylpiperidine-4-carbonyl}piperazin-1-yl)pyridine-2-carboxamide